1-(6-fluoro-5-(4,4,5,5-tetramethyl-1,3,2-dioxaborolan-2-yl)indolin-1-yl)ethan-1-one FC1=C(C=C2CCN(C2=C1)C(C)=O)B1OC(C(O1)(C)C)(C)C